FC1(CC(C1)C(=O)NC=1C=NC2=CC=C(C=C2C1N[C@H]1C[C@H](OCC1)C)F)C cis-3-fluoro-N-(6-fluoro-4-{[(2R,4R)-2-methyltetrahydro-2H-pyran-4-yl]amino}quinolin-3-yl)-3-methylcyclobutanecarboxamide